OC[C@@H]1CC2(OCCO2)CCN1C(=O)OC(C)(C)C tert-butyl (7S)-7-(hydroxymethyl)-1,4-dioxa-8-azaspiro[4.5]decane-8-carboxylate